CN1C2=C(NC[C@@H](C1=O)NC(C(=O)N[C@H](C)C1=CC=CC=C1)=O)C=CC(=C2)C#CCN2CCOCC2 N1-((S)-1-methyl-8-(3-morpholinoprop-1-yn-1-yl)-2-oxo-2,3,4,5-tetrahydro-1H-benzo[b][1,4]diazepin-3-yl)-N2-((R)-1-phenylethyl)oxalamide